(±)-2,2'-Bis(diphenylphosphino)-1,1'-binaphthalen C1(=CC=CC=C1)P(C1=C(C2=CC=CC=C2C=C1)C1=C(C=CC2=CC=CC=C12)P(C1=CC=CC=C1)C1=CC=CC=C1)C1=CC=CC=C1